Br.C(CCCCCCCCCCC)N normal dodecylamine hydrobromide